{2-[(1S)-1-({[(1S)-6-ethyl-6-azaspiro[2.5]oct-1-yl]carbonyl}amino)-7-oxononyl]-4-(7-methoxy-2-methylquinolin-6-yl)-1H-imidazol-1-yl}methyl-2,2-dimethylpropanoate C(C)N1CCC2(C[C@@H]2C(=O)N[C@@H](CCCCCC(CC)=O)C=2N(C=C(N2)C=2C=C3C=CC(=NC3=CC2OC)C)COC(C(C)(C)C)=O)CC1